2-((3-(3-cyclobutyl-5-methyl-8,9-dihydropyrido[3',2':4,5]pyrrolo[1,2-a]pyrazin-7(6H)-yl)-3-oxopropoxy)methyl)azetidin C1(CCC1)C1=CC=2C(=C3N(CCN(C3)C(CCOCC3NCC3)=O)C2N=C1)C